C(C)N=C=NCCCN(C)C α-ethyl-3-(3-dimethylaminopropyl)carbodiimide